OC1=CC(=C2CN(C(C2=C1)=O)C1CC(C1)(C)O)C(F)(F)F 6-hydroxy-2-[(cis)-3-hydroxy-3-methylcyclobutyl]-4-(trifluoromethyl)-3H-isoindol-1-one